COC1=CC(=C(C(=O)O)C=C1)N1N=CC(=C1)C1=CN(C(C=C1C1=CC=CC=C1)=O)C 4-Methoxy-2-[4-(1-methyl-6-oxo-4-phenyl-1,6-dihydro-pyridin-3-yl)-pyrazol-1-yl]-benzoic acid